FC1C(=C(C=CC1([N+](=O)[O-])F)F)O 2,3,6-trifluoro-3-nitrophenol